COC([C@H](CC(C(=S1CCCC1)C#N)=O)N1C(C=2C=C3C(=CC2C1)OC(O3)(C3=CC=CC=C3)C3=CC=CC=C3)=O)=O.CC3=CC=C(C=N3)C(C)=O 1-(6-methylpyridin-3-yl)ethan-1-one methyl-(2S)-5-cyano-4-oxo-2-(5-oxo-2,2-diphenyl-5,7-dihydro-2H,6H-[1,3]dioxolo[4,5-f]isoindol-6-yl)-5-(1λ4-thiolan-1-ylidene)pentanoate